N6-(propargylethoxy)-carbonyl-L-lysine C(C#C)CCOC(=O)NCCCC[C@H](N)C(=O)O